2-chloro-3,5-dimethyl-3H,4H,5H-pyrrolo[3,2-d]pyrimidin-4-one ClC=1N(C(C2=C(N1)C=CN2C)=O)C